C(C=C)(=O)OCCC[Si](O[Si](C)(C)C)(O[Si](C)(C)C)C (3-Acryloyloxypropyl)methylbis(trimethylsiloxy)silane